Cl.Cl.ClC=1C=C2C(N(C(=NC2=C(C1)OC)CCCCNC)CC(C)(C)C)=O 6-chloro-8-methoxy-2-(4-(methylamino)butyl)-3-neopentylquinazolin-4(3H)-one bis-hydrochloride salt